2-hydroxy-1-[(3S)-3-phenyl-1,2-oxazolidin-2-yl]ethan-1-one OCC(=O)N1OCC[C@H]1C1=CC=CC=C1